N-((4R,5S)-7-ethyl-3-methyl-4-(3-(2-(morpholinomethyl)acrylamido)phenyl)-6-oxo-1-phenyl-4,5,6,7-tetrahydro-1H-pyrazolo[3,4-b]pyridin-5-yl)-3-(trifluoromethyl)benzamide C(C)N1C2=C([C@H]([C@@H](C1=O)NC(C1=CC(=CC=C1)C(F)(F)F)=O)C1=CC(=CC=C1)NC(C(=C)CN1CCOCC1)=O)C(=NN2C2=CC=CC=C2)C